N[C@@H](CC=C)C(=O)O (S)-allylglycine